3-(2-(((S)-2-(4-Isobutylphenyl)propanoyl)oxy)-4,6-dimethylphenyl)butanethioic S-acid C(C(C)C)C1=CC=C(C=C1)[C@@H](C(=O)OC1=C(C(=CC(=C1)C)C)C(CC(S)=O)C)C